ethyl (S)-5-(2,4-dimethylpiperidin-1-yl)-2-nitrobenzoate C[C@@H]1N(CCC(C1)C)C=1C=CC(=C(C(=O)OCC)C1)[N+](=O)[O-]